(2S,4S)-1-((9H-fluoren-9-ylmethoxy)carbonyl)-4-(4-(tert-butoxy)-4-oxobutanamido)pyrrolidine-2-carboxylic acid C1=CC=CC=2C3=CC=CC=C3C(C12)COC(=O)N1[C@@H](C[C@@H](C1)NC(CCC(=O)OC(C)(C)C)=O)C(=O)O